ClC1=C(C=C(OCC(=O)N[C@H]2CC[C@@H](N(C2)C(=O)OC(C)(C)C)C(NC2=CC(=CC=C2)Cl)=O)C=C1)F tert-butyl (2R,5S)-5-[2-(4-chloro-3-fluorophenoxy)acetamido]-2-[(3-chlorophenyl)carbamoyl]piperidine-1-carboxylate